2-(sec-butyl)cyclohexan-1-one O-methyl oxime CON=C1C(CCCC1)C(C)CC